N1-(4-(pyridin-4-yloxy)phenyl)benzene-1,2-diamine N1=CC=C(C=C1)OC1=CC=C(C=C1)NC=1C(=CC=CC1)N